The molecule is an isobenzofuranone that is 2-benzofuran-1(3H)-one substituted by a hydroxy group at position 7 and a (R)-hydroxy(4-hydroxyphenyl)methyl group at position 3. It has been isolated from the roots of Scorzonera judaica. It has a role as a plant metabolite. It is an isobenzofuranone, a gamma-lactone, a member of phenols and a secondary alcohol. C1=CC2=C(C(=C1)O)C(=O)O[C@@H]2[C@@H](C3=CC=C(C=C3)O)O